ethyl 5-nitro-1-(2,2-difluoroethyl)-1H-indole-2-carboxylate [N+](=O)([O-])C=1C=C2C=C(N(C2=CC1)CC(F)F)C(=O)OCC